2-((4-((R)-2-(4-chloro-2-fluorophenyl)-2H-chromen-8-yl-2-d)piperidin-1-yl)methyl)-1-(((S)-oxabutane-2-yl)methyl)-1H-benzo[d]imidazole-6-carboxylic acid ClC1=CC(=C(C=C1)[C@@]1(OC2=C(C=CC=C2C=C1)C1CCN(CC1)CC1=NC2=C(N1C[C@@H](O)CC)C=C(C=C2)C(=O)O)[2H])F